2-((6-(1-aminoisoquinolin-7-yl)-2,3-dihydro-1H-inden-1-yloxy)phenyl)acetate NC1=NC=CC2=CC=C(C=C12)C1=CC=C2CCC(C2=C1)OC1=C(C=CC=C1)CC(=O)[O-]